FC1=CC=C(C=C1)C1=CC=C(C(=N1)NC1=CC=C(C(=O)OC)C=C1)[N+](=O)[O-] methyl 4-((6-(4-fluorophenyl)-3-nitropyridin-2-yl)amino)benzoate